O1CCC(CC1)C1=CC=2N(C=C1)N=CC2C2CCN(CC2)C(=O)OC(C)(C)C tert-butyl 4-(5-(tetrahydro-2H-pyran-4-yl)pyrazolo[1,5-a]pyridin-3-yl)piperidine-1-carboxylate